C(C)(C)(C)OC(=O)N1CCC(CC1)(C#N)C1=NC=NC2=CC(=C(C=C12)Cl)C1=NC(=CC(=C1C(F)(F)F)C)N 4-[7-[6-amino-4-methyl-3-(trifluoromethyl)-2-pyridinyl]-6-chloro-quinazolin-4-yl]-4-cyano-piperidine-1-carboxylic acid tert-butyl ester